tert-Butyl 4-(3-amino-2-{[(2E)-4-[(2-amino-4-carbamoyl-6-methoxyphenyl)amino]but-2-en-1-yl]amino}-5-carbamoylphenoxy)butanoate NC=1C(=C(OCCCC(=O)OC(C)(C)C)C=C(C1)C(N)=O)NC\C=C\CNC1=C(C=C(C=C1OC)C(N)=O)N